BrC=1C=CC=2N(C1)N=C(C2)[C@@H]2N(CCC1=C2N=CN1)C(=O)C1=C(N=CO1)C#N (R)-5-(4-(6-bromopyrazolo[1,5-a]pyridin-2-yl)-4,5,6,7-tetrahydro-1H-imidazo[4,5-c]pyridine-5-carbonyl)oxazole-4-carbonitrile